(2S,3R)-tert-butyl 2-(benzyloxycarbonylamino)-6-(4,4,5,5-tetramethyl-1,3,2-dioxaborolan-2-yl)-3-(ureidomethyl)hexanoate C(C1=CC=CC=C1)OC(=O)N[C@H](C(=O)OC(C)(C)C)[C@H](CCCB1OC(C(O1)(C)C)(C)C)CNC(=O)N